C(C)(C)(C)OC(=O)N(C(OCC1=CC=CC=C1)=O)C1=CC(=NN1C(C)(C)C)[C@H]1OC[C@H]([C@H]1F)O |o1:30,31| benzyl (tert-butoxycarbonyl)(1-(tert-butyl)-3-((2R,3R*,4R*)-3-fluoro-4-hydroxytetrahydrofuran-2-yl)-1H-pyrazol-5-yl)carbamate